ClC1=NC=2C=NC(=NC2N(C1=O)C1=CC=C(C=C1)OC(F)F)NC1CC1 6-chloro-2-(cyclopropylamino)-8-[4-(difluoromethoxy)phenyl]pteridin-7(8H)-one